NC([C@H](C[C@H]1C(NCCC1)=O)NC(=O)[C@H]1N(C[C@@H]2CCCC[C@H]12)C(=O)C=1NC2=C(C=CC=C2C1)Cl)=O (1S,3aR,7aS)-N-[(1S)-2-amino-2-oxo-1-[[(3S)-2-oxo-3-piperidyl]methyl]ethyl]-2-(7-chloro-1H-indole-2-carbonyl)-1,3,3a,4,5,6,7,7a-octahydroisoindole-1-carboxamide